tert-Butyl (2S)-2-(((tert-butyldiphenylsilyl) oxy) methyl)-4-hydroxypiperidine-1-carboxylate [Si](C1=CC=CC=C1)(C1=CC=CC=C1)(C(C)(C)C)OC[C@H]1N(CCC(C1)O)C(=O)OC(C)(C)C